FC=1C(=C(C=C(C1)C(C)C)[C@H](C(=O)O)N1C[C@@H](CC1)NCCCCCC1=NC=2NCCCC2C=C1)OC (R)-2-(3-fluoro-5-isopropyl-2-methoxyphenyl)-2-((R)-3-((5-(5,6,7,8-tetrahydro-1,8-naphthyridin-2-yl)pentyl)amino)pyrrolidin-1-yl)acetic acid